Ethyl 2-(1-(cyclopropylmethyl)-5-fluoro-7-(piperidin-4-yl)-1H-indol-2-yl)-3-methylpyrazolo[1,5-a]pyridine-6-carboxylate C1(CC1)CN1C(=CC2=CC(=CC(=C12)C1CCNCC1)F)C1=NN2C(C=CC(=C2)C(=O)OCC)=C1C